2-phenyl-9-{4-[4-(9-phenyl-1,10-phenanthroline-2-yl)phenyl]phenyl}-1,10-phenanthroline C1(=CC=CC=C1)C1=NC2=C3N=C(C=CC3=CC=C2C=C1)C1=CC=C(C=C1)C1=CC=C(C=C1)C1=NC2=C3N=C(C=CC3=CC=C2C=C1)C1=CC=CC=C1